(((1-((6-(4,4-Difluoropiperidin-1-yl)pyridin-3-yl)sulfonyl)piperidin-4-yl)(methyl)amino)methyl)-3-fluorobenzonitrile FC1(CCN(CC1)C1=CC=C(C=N1)S(=O)(=O)N1CCC(CC1)N(C)CC1=C(C#N)C=CC=C1F)F